CNCC[C@@H](C=1SC=CC1)OC1=CC=CC2=CC=CC=C12 (+)-(S)-N-methyl-γ-(1-naphthoxy)-2-thiophenpropylamine